[Na+].[Na+].FC1=NC=CC=C1C1=CC=C(OC2=C(N=NN2)C(=O)[O-])C=C1.FC1=NC=CC=C1C1=CC=C(OC2=C(N=NN2)C(=O)[O-])C=C1 5-(4-(2-fluoropyridin-3-yl)phenoxy)-1H-1,2,3-triazole-4-carboxylic Acid-BisSodium Salt